5-(8-ethynyl-7-fluoronaphthalen-1-yl)-4-fluoro-2-(((2R,7aS)-2-fluorotetrahydro-1H-pyrrolizin-7a(5H)-yl)methoxy)-9,10-dihydro-8H-7-oxa-1,3,6,10-tetraazacyclohepta[de]naphthalene C(#C)C=1C(=CC=C2C=CC=C(C12)C1=C(C=2N=C(N=C3C2C(=N1)OCCN3)OC[C@]31CCCN1C[C@@H](C3)F)F)F